2-(bromomethyl)thiazole-5-carbonitrile BrCC=1SC(=CN1)C#N